[As](O)(O)(O)=O.C(CO)(=O)NC1=CC=CC=C1 glycolamidobenzene arsenate